dibenzyldioctadecyl-ethyl-ammonium C(C1=CC=CC=C1)C(C)([NH+](CCCCCCCCCCCCCCCCCC)CCCCCCCCCCCCCCCCCC)CC1=CC=CC=C1